NCCOCCOCCOCCOCCOCCOCCOCCOCC(NCC(NCC(NCC(NCC(NCC(=O)N[C@H]1CO[C@H]2[C@@H]1OC[C@@H]2NC(OC(C)(C)C)=O)=O)=O)=O)=O)=O tert-butyl ((3S,3aR,6S,6aR)-6-(41-amino-4,7,10,13,16-pentaoxo-18,21,24,27,30,33,36,39-octaoxa-3,6,9,12,15-pentaazahentetracontanamido)hexahydrofuro[3,2-b]furan-3-yl)carbamate